Cl.ClC1=C(C=CC(=C1)Cl)S(=O)(=O)N1CC(C1)(CN(C)CCO)COC1=CC(=C(C#N)C=C1)F 4-((1-((2,4-Dichlorophenyl)sulfonyl)-3-(((2-hydroxyethyl)(methyl)amino)methyl)azetidin-3-yl)methoxy)-2-fluorobenzonitrile hydrochloride